N1=CC=CC(=C1)C1N(C)CCC1 Anti-nicotine